C(C1=CC=CC=C1)[C@@H]1[C@@H](C2=CC=C(C=C2CC1)O)C1=CC=C(C=C1)N1CCCCC1 1-(4-((1R,2R)-2-Benzyl-6-hydroxy-1,2,3,4-tetrahydronaphthalen-1-yl)phenyl)piperidine